BrC=1C(=C(OCC2CN(CCC2)C)C=CC1)C 3-((3-bromo-2-methylphenoxy)methyl)-1-methylpiperidine